COC1=C(OCCN2C=C(C3=CC=CC=C23)C=O)C=CC=C1 1-(2-(2-methoxyphenoxy)ethyl)-1H-indole-3-carbaldehyde